FC(OC1=CC=C(C=C1)N1CC(CC1)NC=1N=NNC1C(=O)O)(F)F 4-((1-(4-(trifluoromethoxy)phenyl)pyrrolidin-3-yl)amino)-1H-1,2,3-triazole-5-carboxylic acid